C(C)(C)(C)OC(=O)N1CC(C1)CN1CCN(CC1)C1=CC(=CC=C1)N[C@H]1C(NC(CC1)=O)=O |r| (±)-3-((4-(3-((2,6-Dioxopiperidin-3-yl)amino)phenyl)piperazin-1-yl)methyl)azetidine-1-carboxylic acid tert-butyl ester